N2,N2,N6,N6-tetrakis(2-methoxyethyl)-4-(4-methoxypiperidin-1-yl)-8-((3-(5-methyl-1,2,4-oxadiazol-3-yl)benzyl)oxy)pyrimido[5,4-d]pyrimidine-2,6-diamine COCCN(C=1N=C(C2=C(N1)C(=NC(=N2)N(CCOC)CCOC)OCC2=CC(=CC=C2)C2=NOC(=N2)C)N2CCC(CC2)OC)CCOC